4-bromo-1-(((2S,3S,4S)-3-ethyl-4-fluoro-5-oxopyrrolidin-2-yl)methoxy)-7-methoxyisoquinoline-6-carboxamide ethyl-2-(2-methyl-1,3-dioxolan-2-yl)acetate C(C)OC(CC1(OCCO1)C)=O.BrC1=CN=C(C2=CC(=C(C=C12)C(=O)N)OC)OC[C@H]1NC([C@H]([C@H]1CC)F)=O